1-Chloro-6-methoxy-3,9,9-trimethyl-9,10-dihydroacridine ClC1=CC(=CC=2NC3=CC(=CC=C3C(C12)(C)C)OC)C